CC1=CC=C(C=C1)S(=O)(=O)OCCCCC(COCC1=CC=C(C=C1)CC)O 6-[(4-ethylbenzyl) oxy]-5-hydroxyhexyl 4-methylbenzenesulfonate